(S)-2-((1-((1,1-bis(4-methoxyphenyl)propan-2-yl)carbamoyl)cyclopropyl)carbamoyl)-4-methoxypyridin-3-yl isobutyrate C(C(C)C)(=O)OC=1C(=NC=CC1OC)C(NC1(CC1)C(N[C@H](C(C1=CC=C(C=C1)OC)C1=CC=C(C=C1)OC)C)=O)=O